C1(CCCCC1)[PH+](C1=C(C=C(C=C1C(C)C)C(C)C)C(C)C)C1CCCCC1 dicyclohexyl-[2,4,6-tris(propan-2-yl)phenyl]phosphonium